5-Amino-3-(4-(2-((5-(tert-butyl)isoxazol-3-yl)amino)-2-oxoethyl)phenyl)-1-isopropyl-1H-pyrazole-4-carboxamide NC1=C(C(=NN1C(C)C)C1=CC=C(C=C1)CC(=O)NC1=NOC(=C1)C(C)(C)C)C(=O)N